4-hydroxy-3-methoxybutyric acid tert-butyl ester C(C)(C)(C)OC(CC(CO)OC)=O